C1(CC1)N1C(=NC=C1)CC1CCN(CC1)C(=O)[C@H](CC(C)C)N1C([C@@H](NCC1)CC(C)C)=O (S)-1-[(S)-1-({4-[(1-Cyclopropyl-1H-imidazol-2-yl)methyl]-1-piperidyl}carbonyl)-3-methylbutyl]-3-isobutyl-2-piperazinone